ClC=1C2=C(N=C(N1)C1=CC=CC=C1)CN(CC2)C(=O)OC(C)(C)C tert-butyl 4-chloro-2-phenyl-6,8-dihydro-5H-pyrido[3,4-d]pyrimidine-7-carboxylate